N-(4-(2-aminopyrimidin-4-yl)-2-((methylamino)methyl)benzyl)-4,5,6,7-tetrahydrobenzo[b]Thiophene-2-carboxamide NC1=NC=CC(=N1)C1=CC(=C(CNC(=O)C2=CC3=C(S2)CCCC3)C=C1)CNC